CN1CCN(CC1)C1=CC2=C(NC(=N2)C2=NNC=C2NC=2C3=C(N=CN2)NC=C3)C=C1 N-(3-(5-(4-methylpiperazin-1-yl)-1H-benzo[d]imidazol-2-yl)-1H-pyrazol-4-yl)-7H-pyrrolo[2,3-d]pyrimidin-4-amine